OC1CN(C1)C=1C2=C(N(C(N1)=O)C1=CC=CC=C1)N=C(C=C2)C(F)(F)F 4-(3-hydroxyazetidin-1-yl)-1-phenyl-7-(trifluoromethyl)pyrido[2,3-d]pyrimidin-2(1H)-one